COC=1C=C2C(C=CN(C2=CC1OC)CC1=CC=C(C=C1)NS(=O)(=O)N)=O N-(4-((6,7-dimethoxy-4-oxoquinolin-1(4H)-yl)methyl)phenyl)sulfamide